4-amino-2,6-dihydroxypyrimidine sodium salt [Na].NC1=NC(=NC(=C1)O)O